N-(2-methoxy-6-morpholino-5-nitropyridin-3-yl)acetamide COC1=NC(=C(C=C1NC(C)=O)[N+](=O)[O-])N1CCOCC1